BrC=1C=CC(=NC1)C(C(=O)N(C)OC)(F)F 2-(5-bromopyridin-2-yl)-2,2-difluoro-N-methoxy-N-methylacetamide